2-(Pyridin-3-yl)-N-(pyrimidin-4-yl)-1,3-benzoxazol-5-amine N1=CC(=CC=C1)C=1OC2=C(N1)C=C(C=C2)NC2=NC=NC=C2